C(C)(C)C1=C(C(=CC=C1)C(C)C)[NH+]1CN(CC1)C1=C(C=CC=C1C(C)C)C(C)C 1,3-Bis-(2,6-diisopropylphenyl)imidazolinium